[Ca].O=C([C@H](O)[C@@H](O)CO)O L-threonic acid calcium